ClC1=NC(=C(C2=C1C(=CS2)F)C2=C(C=C(C=C2OCCOC)F)F)C(=O)OCC ethyl 4-chloro-7-[2,4-difluoro-6-(2-methoxyethoxy) phenyl]-3-fluoro-thieno[3,2-c]pyridine-6-carboxylate